4-methyl-7-((4-(2-methylmorpholino)phenyl)amino)-2H-benzo[b][1,4]oxazin-3(4H)-one CN1C2=C(OCC1=O)C=C(C=C2)NC2=CC=C(C=C2)N2CC(OCC2)C